C(C1=CC=CC=C1)O[C@@H]1[C@H]([C@@H](O[C@H]([C@@H]1OC)CO)O[C@@H]1[C@H]([C@H](OCC=C)O[C@@H]([C@@H]1N=[N+]=[N-])C)NC(C(Cl)(Cl)Cl)=O)NC(C(Cl)(Cl)Cl)=O Allyl 3-O-benzyl-2-deoxy-4-O-methyl-2-trichloroacetamido-α-L-altropyranosyl-(1→3)-4-azido-2-trichloroacetamido-2,4,6-trideoxy-β-D-galactopyranoside